O=C1NC(CCC1N1C(C2=CC=C(C=C2C1)C(=O)N[C@@H]1CCCC2=CC=CC=C12)=O)=O 2-(2,6-dioxopiperidin-3-yl)-1-oxo-N-((R)-1,2,3,4-tetrahydronaphthalen-1-yl)isoindoline-5-carboxamide